[Si](C)(C)(C(C)(C)C)OC=1C(=C(C(=CC1)Cl)NC(=O)C=1C(=NC(=NC1)Cl)Cl)C N-(3-((tert-butyldimethylsilyl)oxy)-6-chloro-2-methylphenyl)-2,4-dichloropyrimidine-5-carboxamide